(S)-3-hydroxypyrroline-1-carboxylic acid tert-butyl ester C(C)(C)(C)OC(=O)N1C=C(CC1)O